5-((R or S)-1-Hydroxyethyl)naphthalene-2-ol O[C@H](C)C1=C2C=CC(=CC2=CC=C1)O |o1:1|